CC1=CC(=NN1)NC1=NC(=C2C=CC=NC2=C1)N[C@H]1C[C@H](CC1)CC#N 2-[(1S,3R)-3-[[7-[(5-methyl-1H-pyrazol-3-yl)amino]-1,6-naphthyridin-5-yl]amino]cyclopentyl]acetonitrile